C(C)N1N=C(C=C1C)C1=CNC2=C(C=CC=C12)C#N 3-(1-ethyl-5-methylpyrazol-3-yl)-1H-indole-7-carbonitrile